C(C)(C)(C)OC(NCC(=O)N1CCC(CC1)C=1C=C2C(=C(NC2=CC1)C1=CC(=NC=C1F)C1CC1)C(C)C)=O (2-(4-(2-(2-cyclopropyl-5-fluoropyridin-4-yl)-3-isopropyl-1H-indol-5-yl)piperidin-1-yl)-2-oxoethyl)carbamic acid tert-butyl ester